O-((5-methyl-2-oxo-1,3-dioxolen-4-yl) methyl) thiocarbonate C(OCC=1OC(OC1C)=O)([O-])=S